N1(CCCCCC1)C(=O)C1=CC2=C(N3C(S2)=NC(=C3)C3=CC=C(C=C3)F)C=C1 azepan-1-yl(2-(4-fluorophenyl)benzo[d]imidazo[2,1-b]thiazol-7-yl)methanone